(S)-N-((R)-1-(3,5-dibromophenyl)ethyl)-2-methylpropane-2-sulfinamide BrC=1C=C(C=C(C1)Br)[C@@H](C)N[S@@](=O)C(C)(C)C